BrCC=1C=NC=C(C1)C(F)(F)F 3-bromomethyl-5-(trifluoromethyl)pyridine